C(CC(C)C)(=O)N Isopentanamide